methyl 6-(4-chloro-3-methylphenyl)-3-(methoxymethyl)-4-oxo-4,5-dihydropyrazolo[1,5-a]pyrazine-2-carboxylate ClC1=C(C=C(C=C1)C=1NC(C=2N(C1)N=C(C2COC)C(=O)OC)=O)C